C(C)(C)N(C=CCCCC)C(C)C N,N-diisopropyl-N-(hexenyl)amine